C(=O)C=1C=NN2C1C=NCC2 3-formyl-6,7-dihydropyrazolo[1,5-a]Pyrazine